N-((R)-1-(4-(ethylsulfonyl)phenyl)-2-hydroxyethyl)-2-((2S,4R)-2-((((S)-tetrahydrofuran-3-yl)oxy)methyl)-4-(4-(trifluoromethyl)phenoxy)pyrrolidin-1-yl)pyrimidine-5-carboxamide C(C)S(=O)(=O)C1=CC=C(C=C1)[C@H](CO)NC(=O)C=1C=NC(=NC1)N1[C@@H](C[C@H](C1)OC1=CC=C(C=C1)C(F)(F)F)CO[C@@H]1COCC1